ClC1=C(C(=CC=C1)C(F)(F)F)COC=1C=NC(=NC1)N1C=NC(=C1)CO [1-(5-{[2-chloro-6-(trifluoromethyl)phenyl]methoxy}pyrimidin-2-yl)imidazol-4-yl]methanol